trans-2-methyl-2-butenoic acid C/C=C(\C)/C(=O)O